NC=1NC(C=2N(C(N(C2N1)[C@@H]1O[C@@H]([C@H]([C@H]1O)F)CO)=O)CC=1C=CSC1)=O 4-((2-Amino-9-((2R,3S,4S,5R)-4-fluoro-3-hydroxy-5-(hydroxymethyl)tetrahydrofuran-2-yl)-6,8-dioxo-1,6,8,9-tetrahydro-7H-purin-7-yl)methyl)thiophen